tert-butyl(3-(4-(2-(4-((4-(hydroxymethyl)oxazol-2-yl)methoxy)phenyl)propan-2-yl)phenoxy)propyl)carbamate C(C)(C)(C)OC(NCCCOC1=CC=C(C=C1)C(C)(C)C1=CC=C(C=C1)OCC=1OC=C(N1)CO)=O